C(#N)C=1C=C(C=CC1)S(=O)(=O)NC1CC(C1)NC1=C2C(=NC=C1C=1SC(=CN1)S(=O)(=O)C)NC=C2 3-cyano-N-((1s,3s)-3-((5-(5-(methylsulfonyl)thiazol-2-yl)-1H-pyrrolo[2,3-b]pyridin-4-yl)amino)cyclobutyl)benzenesulfonamide